FC1(C2CCCC12C(=O)N1C[C@H]2OC3=C([C@@H]1C2)C=NC=C3C#N)F (2S,5S)-4-(6,6-difluorobicyclo[3.1.0]hexane-1-carbonyl)-2,3,4,5-tetrahydro-2,5-methanopyrido[3,4-f][1,4]oxazepine-9-carbonitrile